FC(C1=CC=C(C=CC2CC3(CN(C3)C(=O)OC(C)(C)C)C2)C=C1)(F)F tert-butyl 6-(4-(trifluoromethyl) styryl)-2-azaspiro[3.3]heptane-2-carboxylate